FC1=NC(=C(C(=C1F)NCC(=O)OC(C)(C)C)F)S(=O)(=O)C tert-Butyl 2-[(2,3,5-trifluoro-6-methanesulfonylpyridin-4-yl)amino]acetate